tert-butyl (S)-4-(8-((7-((1-((tert-butyldiphenylsilyl)oxy)hexan-3-yl)amino)-5-((methoxycarbonyl)amino)-1H-pyrazolo[4,3-d]pyrimidin-1-yl)methyl)quinolin-5-yl)piperidine-1-carboxylate [Si](C1=CC=CC=C1)(C1=CC=CC=C1)(C(C)(C)C)OCC[C@H](CCC)NC=1C2=C(N=C(N1)NC(=O)OC)C=NN2CC=2C=CC(=C1C=CC=NC21)C2CCN(CC2)C(=O)OC(C)(C)C